4-((1R,5S)-3,8-diazabicyclo[3.2.1]octan-3-yl)-7-(8-chloronaphthalen-1-yl)-8-fluoro-2-(((S)-1-methylpyrrolidin-3-yl)oxy)pyrido[4,3-d]pyrimidine [C@H]12CN(C[C@H](CC1)N2)C=2C1=C(N=C(N2)O[C@@H]2CN(CC2)C)C(=C(N=C1)C1=CC=CC2=CC=CC(=C12)Cl)F